C(#N)C=1C=C(COC2=C(C=O)C=CC(=C2)OCC2=C(C(=CC=C2)C2=C(C=CC=C2)F)F)C=CC1 2-(3-Cyanobenzyloxy)-4-(2-fluoro-3-o-fluorophenyl-benzyloxy)benzaldehyde